BrC=1C=C2C=CNC2=CC1Cl 5-bromo-6-chloro-1H-indole